7,9-Difluoro-8-(1H-indazol-4-yl)-1,4,4-trimethyl-5H-[1,2,4]triazolo[4,3-a]quinoxaline FC=1C=C2NC(C=3N(C2=C(C1C1=C2C=NNC2=CC=C1)F)C(=NN3)C)(C)C